ethylbutyl phosphinate calcium [Ca].[PH2](OC(CCC)CC)=O